Cl.[N+](=O)([O-])[O-].[W+4].[N+](=O)([O-])[O-].[N+](=O)([O-])[O-].[N+](=O)([O-])[O-] tungsten nitrate, hydrochloride